C(C)OC(/C(=C\NC(C)CC)/C(F)(F)F)=O (E)-3-(sec-butylamino)-2-(trifluoromethyl)acrylic acid ethyl ester